ClC=1C=C2CC(N(C2=CC1)C(C(=O)N)CC)=O 2-(5-chloro-2-oxo-2,3-dihydro-1H-indol-1-yl)butanamide